CC1(CC2=C(NC(=C2)C(=O)O)C1)C 5,5-dimethyl-1,4,5,6-tetrahydrocyclopenta[b]pyrrole-2-carboxylic acid